trans-tert-butyl N-(2-methoxyethyl)-N-[3-[[6-(4-hydroxyphenyl)-1-(tetrahydro-2H-pyran-2-yl)-1H-indazol-4-yl]oxy]cyclobutyl]carbamate COCCN(C(OC(C)(C)C)=O)[C@@H]1C[C@H](C1)OC1=C2C=NN(C2=CC(=C1)C1=CC=C(C=C1)O)C1OCCCC1